3-[4-Amino-5-(5-chloro-2-isopropyl-4-methoxy-phenoxy)-pyrimidin-2-ylamino]-pentane-1,5-diol NC1=NC(=NC=C1OC1=C(C=C(C(=C1)Cl)OC)C(C)C)NC(CCO)CCO